ClC=1C(=CC(=NC1)C(=O)NC1=CC(=CC=C1)[C@H](C)SC1=NN=CN1C)C(C)(C)O (S)-5-chloro-4-(2-hydroxypropan-2-yl)-N-(3-(1-((4-methyl-4H-1,2,4-triazol-3-yl)thio)ethyl)phenyl)picolinamide